2-(2-chlorophenoxy)-6,7,8,9-tetrahydro-5H-pyrazino[2,3-d]azepine ClC1=C(OC=2C=NC3=C(CCNCC3)N2)C=CC=C1